(3-cyano-4-fluorobenzyl)-(2-carboxyphenyl)-methanone-methoxycarbonylhydrazone COC(=O)NN=C(C1=C(C=CC=C1)C(=O)O)CC1=CC(=C(C=C1)F)C#N